C(C)(C)NC1=C(C=NC2=C1NC=1C=C(C=CC21)C=2C=NNC2)C(=O)N 4-(isopropylamino)-7-(1H-pyrazol-4-yl)-5H-pyrido[3,2-b]indole-3-carboxamide